(6-cyclopropyl-imidazo[1,5-a]pyrazin-5-yl)-{1-[4-(3-fluoro-oxetan-3-ylmethoxy)-phenyl]-1H-[1,2,3]triazol-4-yl}-methanol C1(CC1)C=1N=CC=2N(C1C(O)C=1N=NN(C1)C1=CC=C(C=C1)OCC1(COC1)F)C=NC2